NC1=CC=C(C=N1)N1CCC(CC1)(O)CN1CCCC1 1-(6-aminopyridin-3-yl)-4-(pyrrolidin-1-ylmethyl)piperidin-4-ol